C(=O)O.NC1=NC=CC2=C1C(=CN2[C@H]2C[C@@H](N(C2)C(C=C)=O)COC)C#CC2=CC1=C(N(C(=N1)C)C)C=C2 1-((2r,4s)-4-(4-amino-3-((1,2-dimethyl-1H-benzo[d]imidazol-5-yl)ethynyl)-1H-pyrrolo[3,2-c]pyridin-1-yl)-2-(methoxymethyl)pyrrolidin-1-yl)prop-2-en-1-one format